N1CC(CCC1)C1CNCCC1 3,3'-bipiperidine